C(C)(C)N1CCN(CC1)CCN(C(OC(C)(C)C)=O)C1CCNCC1 tert-butyl (2-(4-isopropylpiperazin-1-yl)ethyl)(piperidin-4-yl)carbamate